methyl 5,7-difluoro-2-(4-methylpyridin-2-yl)-1H-indole-3-carboxylate FC=1C=C2C(=C(NC2=C(C1)F)C1=NC=CC(=C1)C)C(=O)OC